FC(C(=O)O)(F)F.C(C=C)N1N(C2=NC(=NC=C2C1=O)NC1=CC(=CC=C1)N1C=NC=C1)C1=NC(=CC=C1)OC1CCN(CC1)C 2-allyl-6-[m-(1-imidazolyl)phenylamino]-1-[6-(1-methyl-4-piperidyloxy)-2-pyridyl]-1,2-dihydro-3H-1,2,5,7-tetraazainden-3-one, trifluoroacetic acid salt